C(CCCCCCCC)N(CCN(CC(=O)N1CC(CCC1)CCN(CCCCCCCCCCCC(=O)OC)CCCCCCCCCCCCCC)CCCCCCCCC)CCCCCCCCC Methyl 12-((2-(1-(N-(2-(dinonylamino)ethyl)-N-nonylglycyl)piperidin-3-yl)ethyl)(tetradecyl)amino)dodecanoate